(R)-N-(1-cyclopropylethyl)-5-(4-fluoro-1-isopropyl-2-methyl-1H-benzo[d]imidazol-6-yl)pyrrolo[2,1-f][1,2,4]triazin-2-amine C1(CC1)[C@@H](C)NC1=NN2C(C=N1)=C(C=C2)C=2C=C(C1=C(N(C(=N1)C)C(C)C)C2)F